3-(1-(but-3-en-1-yl)-1H-pyrrolo[3,2-c]pyridin-7-yl)-6-((4-(but-3-en-1-yl)-6-chloro-2-methyl-2H-indazol-5-yl)amino)-1-(2,4,5-trifluorobenzyl)-1,3,5-triazine-2,4(1H,3H)-dione C(CC=C)N1C=CC=2C=NC=C(C21)N2C(N(C(=NC2=O)NC2=C(C1=CN(N=C1C=C2Cl)C)CCC=C)CC2=C(C=C(C(=C2)F)F)F)=O